N-(5-((4-(1H-pyrrolo[2,3-b]pyridin-1-yl)pyrimidin-2-yl)amino)-2-((2-(dimethylamino)ethyl)(methyl)amino)-4-methoxyphenyl)acrylamide N1(C=CC=2C1=NC=CC2)C2=NC(=NC=C2)NC=2C(=CC(=C(C2)NC(C=C)=O)N(C)CCN(C)C)OC